C(C)(C)(C)OC(=O)N1C(C2=CC=C(C=C2C1)N(C1=CC=C(C=C1)C)C)CNC=1C=NC=CC1C(=O)OC methyl 3-[({2-[(tert-butyl)oxycarbonyl]-5-[methyl (4-methylphenyl) amino]isoindolinyl}methyl)amino]pyridine-4-carboxylate